FC=1C=C(C=CC1)CC1=NN=C(S1)NC(N(CC(C(F)(F)F)(C)O)C)=O 3-[5-[(3-fluorophenyl)methyl]-1,3,4-thiadiazol-2-yl]-1-methyl-1-(3,3,3-trifluoro-2-hydroxy-2-methyl-propyl)urea